OCCN1C(N(C(N(C1=O)CCO)=O)CCO)=O 1,3,5-tris(2-hydroxyethyl)1,3,5-triazine-2,4,6-Trione